1-(5-chloropyridin-3-yl)-5-methoxy-3-methyl-1H-benzo[g]indazole ClC=1C=C(C=NC1)N1N=C(C2=CC(=C3C(=C12)C=CC=C3)OC)C